C(C)(C)(C)[S@](=O)N[C@H](CC(C)C)C1=CC(=CS1)C(NO)=N 5-((R)-1-(((S)-tert-butylsulfinyl)amino)-3-methylbutyl)-N-hydroxythiophene-3-carboximidamide